triaminosilane N[SiH](N)N